(S)-5-((R)-2-hydroxy-2-phenylpropanoyl)-N-((S)-3-oxo-1-((S)-2-oxopyrrolidin-3-yl)-4-(trifluoromethoxy)butan-2-yl)-5-azaspiro[2.4]heptane-6-carboxamide O[C@](C(=O)N1CC2(CC2)C[C@H]1C(=O)N[C@@H](C[C@H]1C(NCC1)=O)C(COC(F)(F)F)=O)(C)C1=CC=CC=C1